propyltriethylammonium C(CC)[N+](CC)(CC)CC